1-(4-((2,4-Di-t-butylbenzyl)oxy)benzyl)-1H-imidazole C(C)(C)(C)C1=C(COC2=CC=C(CN3C=NC=C3)C=C2)C=CC(=C1)C(C)(C)C